C(C1=CC=CC=C1)OCCCCCCN(C(=O)C1=C[C@H]([C@H]([C@@H](C1)OCC(=O)O)OCC(=O)O)OCC(=O)O)C 2,2',2''-(((1R,2S,3R)-5-((6-(benzyloxy)hexyl)(methyl)carbamoyl)cyclohex-4-ene-1,2,3-triyl)tris(oxy))triacetic acid